FC1=CC2=C(N(C(=N2)CCC)CN2C(CC(C2)CCC)=O)C=C1 1-[(5-fluoro-2-propyl-1H-benzimidazol-1-yl)methyl]-4-propylpyrrolidin-2-one